ClC=1C=C2C(=NC(=NC2=C(C1C1=CC=C(C2=C1N=C(S2)N)F)F)OCC21CCCN1C[C@@H](C2)F)N2CCOC1(C2)CCNCC1 4-(6-chloro-8-fluoro-2-(((2R)-2-fluorotetrahydro-1H-pyrrolizin-7a(5H)-yl)methoxy)-4-(1-oxa-4,9-diazaspiro[5.5]undecan-4-yl)quinazolin-7-yl)-7-fluorobenzo[d]thiazol-2-amine